OC1=CC=C2C[C@H](N(CC2=C1)C(=O)OC(C)(C)C)C(N[C@H]1CCCC2=CC=CC=C12)=O tert-Butyl (3S)-7-hydroxy-3-[[(1S)-tetralin-1-yl] carbamoyl]-3,4-dihydro-1H-isoquinoline-2-carboxylate